C(CCCCCCCCCCC)P(C)(CCCCCCCCCCCC)CCCCCCCCCCCC tri-n-dodecyl-(methyl)phosphine